FC=1C=C(C=CC1F)C1=CC(=NN1)C1CCNCC1 4-(5-(3,4-difluorophenyl)-1H-pyrazol-3-yl)piperidine